Methyl-2-((tert-butoxycarbonyl)amino)-7-((2'-chloro-[1,1'-biphenyl]-2-yl)oxy)-1,2,3,4-tetrahydronaphthalene CC1C(CCC2=CC=C(C=C12)OC1=C(C=CC=C1)C1=C(C=CC=C1)Cl)NC(=O)OC(C)(C)C